P(=O)(OCC)(OCC)OCC.[NH4+] ammonium triethyl phosphate